3-(pyridin-4-yl)quinoline-7-carboxamide N1=CC=C(C=C1)C=1C=NC2=CC(=CC=C2C1)C(=O)N